(2-(2,6-dioxopiperidin-3-yl)-7-fluoro-3-oxoisoindolin-5-yl)methyl(2,6-difluoro-[1,1'-biphenyl]-4-yl) carbamate C(N)(OC1=C(C(=C(C(=C1)F)C1=CC=CC=C1)F)CC=1C=C2C(N(CC2=C(C1)F)C1C(NC(CC1)=O)=O)=O)=O